sodium thiosulfopropyl-sulfonate S(=S)(=O)(O)CCCS(=O)(=O)[O-].[Na+]